N,N'-diisopropyl-2-methyl-1,3-diaminocyclohexane C(C)(C)NC1C(C(CCC1)NC(C)C)C